(2S,3S,4R,5S,6S)-2-(acetoxymethyl)-6-(4-(8-methoxy-2-methyl-4-oxoquinazolin-3(4H)-yl)phenoxy)tetrahydro-2H-pyran-3,4,5-triacetic acid C(C)(=O)OC[C@H]1O[C@H]([C@H]([C@@H]([C@@H]1CC(=O)O)CC(=O)O)CC(=O)O)OC1=CC=C(C=C1)N1C(=NC2=C(C=CC=C2C1=O)OC)C